FC=1C=CC2=C(SC3=C2C=CC=C3)C1 3-fluorodibenzo[b,d]thiophene